C(C)(=O)N[C@H](C(=O)OC)CC1=CNC2=CC=CC=C12 (S)-methyl 2-acetamido-3-(1H-indol-3-yl)propanoate